[Cl-].O=C(OCCCCCCCCC=CCC=CCCCCC)CCOCC(COCCC(OCCCCCCCCC=CCC=CCCCCC)=O)[NH3+] 20,30-dioxo-19,23,27,31-tetraoxanonatetraconta-6,9,40,43-tetraen-25-aminium Chloride